dioctadecylmethylammonium tetrakis{3,5-di(trifluoromethyl)phenyl}borate Ethyl-(2S)-2-({[(2-methyl-2-propanyl)oxy]carbonyl}amino)-4-[(4,4,4-trifluorobutyl)thio]butanoate C(C)OC([C@H](CCSCCCC(F)(F)F)NC(=O)OC(C)(C)C)=O.FC(C=1C=C(C=C(C1)C(F)(F)F)[B-](C1=CC(=CC(=C1)C(F)(F)F)C(F)(F)F)(C1=CC(=CC(=C1)C(F)(F)F)C(F)(F)F)C1=CC(=CC(=C1)C(F)(F)F)C(F)(F)F)(F)F.C(CCCCCCCCCCCCCCCCC)[NH+](C)CCCCCCCCCCCCCCCCCC